C(CCC)OC1=C(C#N)C=CC=C1F butoxy-3-fluorobenzonitrile